C1(=CC=CC=2C3=CC=CC=C3NC12)[Au] carbazolyl-gold